FC(C=1C(=NC=C(C1)N=C(C1=CC=CC=C1)C1=CC=CC=C1)C(=O)N(C)CC)F 3-(difluoromethyl)-5-((diphenylmethylene)amino)-N-ethyl-N-methylpyridineamide